ClC1=C(C(NN=N1)=N)Cl dichlorotriazinimine